OC1=CC2=CC=CC(=C2C=C1)N 2-Hydroxy-5-aminonaphthalene